C[C@@H](CCCC[C@H](C)O)O (2s,7s)-2,7-octanediol